COC(=O)C1=CC2=C(N=C(N2C[C@H]2OCC2)CC2=C(C=C(C=C2)C2=NC(=CC=C2)OC2=CC=C(C=C2)C#N)F)S1 (S)-2-(4-(6-((4-cyanophenyl)oxy)pyridin-2-yl)-2-fluorobenzyl)-1-(oxetan-2-ylmethyl)-1H-thieno[2,3-d]imidazole-5-carboxylic acid methyl ester